methyl (2-chloro-5-[1-(3-methylbenzyloxyimino)ethyl]benzyl)-carbamate ClC1=C(CNC(OC)=O)C=C(C=C1)C(C)=NOCC1=CC(=CC=C1)C